Benzyloxy-3,3-dimethyl-2H,3H,5H-benzo[g]indole-2,5-dione C(C1=CC=CC=C1)OC1=C2C(C(N=C2C2=C(C1=O)C=CC=C2)=O)(C)C